1-(4-((5-(4-bromophenyl)-1H-pyrazol-3-yl)amino)-3-methylphenyl)-3-methylurea BrC1=CC=C(C=C1)C1=CC(=NN1)NC1=C(C=C(C=C1)NC(=O)NC)C